N-((1-aminoisoquinolin-6-yl)methyl)-5-chloro-6-(cyclopentylamino)nicotinamide (2-undecyltetrahydrofuro[3,4-d][1,3]dioxol-4-yl)methyl-sulfat C(CCCCCCCCCC)C1OC2C(O1)COC2COS(=O)(=O)O.NC2=NC=CC1=CC(=CC=C21)CNC(C2=CN=C(C(=C2)Cl)NC2CCCC2)=O